CC(CCN)C(CC)N 3-methyl-1,4-hexanediamine